2-(2-amino-6-fluoro-5-(4-(4-isopropylpiperazin-1-yl)phenyl)pyridin-3-yl)-7,8-dihydropyrido[4,3-d]pyrimidin-5(6H)-one NC1=NC(=C(C=C1C=1N=CC2=C(N1)CCNC2=O)C2=CC=C(C=C2)N2CCN(CC2)C(C)C)F